NC(C(C1=CC(=NC=C1)C)OS(=O)(=O)C)=O methanesulfonic acid 2-amino-1-(2-methylpyridin-4-yl)-2-oxoethyl ester